(S)-2-((2-fluoro-3-methoxybenzyl)amino)-5,5-dimethylhexanoic acid hydrochloride Cl.FC1=C(CN[C@H](C(=O)O)CCC(C)(C)C)C=CC=C1OC